COC1=CC=C(C=C1)C1=CN(C2=CC=CC=C12)S(=O)(=O)C1=CC=C(C)C=C1 3-(4-methoxyphenyl)-1-tosyl-1H-indole